N'-((2-cyclopropyl-3-ethyl-6,7-dihydro-5H-cyclopenta[b]pyridin-4-yl)carbamoyl)-2-(2-hydroxypropan-2-yl)thiazole-5-sulfonimidamide C1(CC1)C1=C(C(=C2C(=N1)CCC2)NC(=O)N=S(=O)(N)C2=CN=C(S2)C(C)(C)O)CC